FC=1C=NC=CC1N1[C@@H](CN(CC1)C(=O)OC(C)(C)C)C Tert-butyl (R)-4-(3-fluoropyridin-4-yl)-3-methylpiperazine-1-carboxylate